2-amino-5-{2-[(1S)-1-cyclopropylethyl]-1-oxo-7-(trifluoromethoxy)-2,3-dihydro-1H-isoindol-5-yl}-N-(5-methoxypyridin-3-yl)pyrazolo[1,5-a]pyrimidine-3-carboxamide NC1=NN2C(N=C(C=C2)C=2C=C3CN(C(C3=C(C2)OC(F)(F)F)=O)[C@@H](C)C2CC2)=C1C(=O)NC=1C=NC=C(C1)OC